(2S)-2-[6-[4-chloro-2-(2-methyl-5-pyridin-2-ylpyrazol-3-yl)oxyphenyl]pyridin-3-yl]-2-fluoroethanamine ClC1=CC(=C(C=C1)C1=CC=C(C=N1)[C@@H](CN)F)OC=1N(N=C(C1)C1=NC=CC=C1)C